monopentadecafluorononyl ether FC(C(C(C(C(C(F)(F)OC(C(C(C(C(C(CCC(F)(F)F)(F)F)(F)F)(F)F)(F)F)(F)F)(F)F)(F)F)(F)F)(F)F)(F)F)(CCC(F)(F)F)F